iso-Pentyl-2-iso-propoxy-1H-imidazole-1-carboxamide C(CC(C)C)C=1N=C(N(C1)C(=O)N)OC(C)C